FC(C(CC(=O)C1=CC=C(C=C1)C)=O)(F)F 4,4,4-trifluoro-1-(p-tolyl)-1,3-butanedione